4,7-diamino-3-(2-chloro-4-fluorophenyl)-3-hydroxy-6-(hydroxymethyl)-2,3-dihydro-1H-isoindol-1-one NC1=C2C(NC(C2=C(C(=C1)CO)N)=O)(O)C1=C(C=C(C=C1)F)Cl